N-[(1R,2S,3S,5S)-2-fluoro-1,5-dimethyl-8-azabicyclo[3.2.1]octan-3-yl]-6-(8-fluoro-2-methylimidazo[1,2-a]pyridin-6-yl)-N-methyl[1,3]thiazolo[4,5-c]pyridin-2-amine dihydrochloride Cl.Cl.F[C@@H]1[C@]2(CC[C@@](C[C@@H]1N(C=1SC3=C(C=NC(=C3)C=3C=C(C=4N(C3)C=C(N4)C)F)N1)C)(N2)C)C